CN(C)CCC[Si](OC)(OC)C γ-(N,N-dimethyl)aminopropylmethyldimethoxysilane